(E)-4-fluoro-1-(4-(8-((3-methyl-4-((1-methyl-1H-benzo[d][1,2,3]triazol-5-yl)oxy)phenyl)amino)pyrimido[5,4-d]pyrimidin-2-yl)piperazin-1-yl)but-2-en-1-one FC/C=C/C(=O)N1CCN(CC1)C=1N=CC2=C(N1)C(=NC=N2)NC2=CC(=C(C=C2)OC2=CC1=C(N(N=N1)C)C=C2)C